4-(4-(3,6-dihydro-2H-pyran-4-yl)-7-phenyl-6,7-dihydro-5H-pyrrolo[2,3-d]pyrimidin-2-yl)morpholine O1CCC(=CC1)C=1C2=C(N=C(N1)N1CCOCC1)N(CC2)C2=CC=CC=C2